NC1=NC=C(C=N1)/C(=C/C=1C=C(C(=O)N[C@@H]2[C@H](CCC(C2)(F)F)O)C=CC1OC(F)F)/F 3-[(1Z)-2-(2-aminopyrimidin-5-yl)-2-fluoroethenyl]-N-((1S,2S)-5,5-difluoro-2-hydroxycyclohexyl)-4-(difluoromethoxy)benzamide